C(C)(C)(C)OC(=O)N1[C@H]2CC(C[C@@H]1CC2)N(C)C=2N=NC(=CC2)I tert-butyl-(1R,3S,5S)-3-[(6-iodopyridazin-3-yl) (methyl) amino]-8-azabicyclo[3.2.1]Octane-8-carboxylate